(3-chloro-2,4-dimethyl-5,7-dihydropyrrolo[3,4-b]pyridin-6-yl)-[(3R)-[5-(trifluoromethyl)pyrimidin-2-yl]pyrrolidin-3-yl]methanone ClC=1C(=C2C(=NC1C)CN(C2)C(=O)[C@H]2CN(CC2)C2=NC=C(C=N2)C(F)(F)F)C